methyl 4'-methyl-2-biphenylcarboxylate CC1=CC=C(C=C1)C=1C(=CC=CC1)C(=O)OC